8-(3-aminopiperidin-1-yl)-N-(1-cyanocyclopropyl)-3-(5-(trifluoromethyl)-1,3,4-thiadiazol-2-yl)imidazo[1,5-a]pyridine-6-sulfonamide NC1CN(CCC1)C=1C=2N(C=C(C1)S(=O)(=O)NC1(CC1)C#N)C(=NC2)C=2SC(=NN2)C(F)(F)F